3-chloro-N-(3,3-difluorocyclobutyl)-2,4-dimethylpyrido[3',2':4,5]thieno[2,3-d]pyridazin-8-amine ClC1=C(C2=C(SC3=C(N=NC=C32)NC3CC(C3)(F)F)N=C1C)C